2-(4-methyl-3-pentenyl)-6-chloro-9-acryloyloxy-10-acetoxy-1,4-dihydroanthracene CC(=CCCC=1CC2=C(C3=CC=C(C=C3C(=C2CC1)OC(C)=O)Cl)OC(C=C)=O)C